COC1=CC=C(C=C1)C(=O)N1C(=NC=C1)C1=CC=CC=C1 (4-methoxyphenyl)(2-phenyl-1H-imidazol-1-yl)methanone